6-(2-fluorophenyl)pyrazine FC1=C(C=CC=C1)C1=CN=CC=N1